ClCC=1C=NOC1C 4-(chloromethyl)-5-methyl-isoxazole